3-[5-(3-cyclopropyl-2-oxo-imidazolidin-1-yl)-1-oxo-isoindolin-2-yl]piperidine-2,6-dione C1(CC1)N1C(N(CC1)C=1C=C2CN(C(C2=CC1)=O)C1C(NC(CC1)=O)=O)=O